methyl 3'-(N,N-bis(4-methoxybenzyl)sulfamoyl)-4'-((2-((tert-butoxycarbonyl)amino)ethyl)sulfonyl)-2'-(2-(4-methoxybenzyl)-2H-tetrazol-5-yl)-[1,1'-biphenyl]-2-carboxylate COC1=CC=C(CN(S(=O)(=O)C=2C(=C(C=CC2S(=O)(=O)CCNC(=O)OC(C)(C)C)C=2C(=CC=CC2)C(=O)OC)C=2N=NN(N2)CC2=CC=C(C=C2)OC)CC2=CC=C(C=C2)OC)C=C1